ClC=1C=CC=2NC(N(CC2N1)CC(=O)N[C@@H](C)C1=C(C=C(C=C1)F)F)=O (S)-2-(6-chloro-2-oxo-1,4-dihydropyrido[3,2-d]pyrimidin-3(2H)-yl)-N-(1-(2,4-difluorophenyl)ethyl)acetamide